CO[C@H]1CC[C@H](CC1)NC=1N=CC2=C(N1)NC=C2C2=CC=1N(C=C2)N=CC1C(=O)N[C@@H](C(F)(F)F)C 5-(2-((cis-4-methoxycyclohexyl)amino)-7H-pyrrolo[2,3-d]pyrimidin-5-yl)-N-((R)-1,1,1-trifluoropropan-2-yl)pyrazolo[1,5-a]pyridine-3-carboxamide